oxalic acid choline OCC[N+](C)(C)C.C(C(=O)O)(=O)O